ClCC1(COC1)CCl 3,3-bis(chloro-methyl)oxetane